NC1=NC=C(C=N1)B(O)O (2-aminopyrimidin-5-yl)boronic acid